1-[2-chloro-4-[[5-[2-chloro-3-fluoro-4-(fluoromethoxy)phenyl]-1-methyl-imidazole-2-carbonyl]amino]benzoyl]piperidine-4-carboxylic acid ClC1=C(C(=O)N2CCC(CC2)C(=O)O)C=CC(=C1)NC(=O)C=1N(C(=CN1)C1=C(C(=C(C=C1)OCF)F)Cl)C